N-cyclopropyl-5-(1-ethyl-1,2,3,5-tetrahydropyrido[2,3-e][1,4]oxazepin-7-yl)-2-fluoro-4-methylbenzamide C1(CC1)NC(C1=C(C=C(C(=C1)C1=CC2=C(N(CCOC2)CC)N=C1)C)F)=O